2-[(1-oxo-2-propenyl)amino]-4-(2-pyridyldithio)-butyramide O=C(C=C)NC(C(=O)N)CCSSC1=NC=CC=C1